ethyl 6-(trifluoromethyl)-1-(4-(trifluoromethyl)phenyl)-1,4-dihydroimidazo[1,5-a]pyrimidine-3-carboxylate FC(C1=NC=C2N1CC(=CN2C2=CC=C(C=C2)C(F)(F)F)C(=O)OCC)(F)F